IC1=CC2=C(C(C3=C(N(S2(=O)=O)C)C=CC=C3)NCCCCCCCCC(=O)OCC)C=C1 Ethyl 9-((3-iodo-6-methyl-5,5-dioxido-6,11-dihydrodibenzo[c,f][1,2]thiazepin-11-yl)amino)nonanoate